COC1=CC2=C(N=C(O2)C=2C(=C(C=CC2)C2=CC=CC=C2)C)C=C1C=O 6-methoxy-2-(2-methyl-[1,1'-biphenyl]-3-yl)benzo[d]oxazole-5-carbaldehyde